5-(2-chloro-5-fluoropyrimidin-4-yl)-2-isopropylthiazole ClC1=NC=C(C(=N1)C1=CN=C(S1)C(C)C)F